N1N=CC2=CC=C(C=C12)CN1C(C2=CC=C(C=C2C=N1)S(=O)(=O)C1=CC=CC=C1)=O 2-((1H-indazol-6-yl)methyl)-6-(phenylsulfonyl)phthalazin-1(2H)-one